BrC1=C(C=CC=C1)C(C#C)=O 1-(2-bromophenyl)prop-2-yn-1-one